FC1=C2C=CC=NC2=CC=C1F 5,6-difluoroquinolin